4-(2,2-Diphenyl-ethyl)-1-methylpyridine bromide [Br-].C1(=CC=CC=C1)C(CC1=CCN(C=C1)C)C1=CC=CC=C1